C(#N)C1CN(C1)S(=O)(=O)N1C[C@H](CCC1)C(=O)N1[C@H](CCC1)C(=O)NCC1=C(C(=CC=C1)C)F 1-(((3S)-1-((3-cyano-1-azetidinyl)sulfonyl)-3-piperidinyl)carbonyl)-N-(2-fluoro-3-methylbenzyl)-D-prolinamide